BrC1=CC=2N=C(NC(C2S1)=O)[C@H]1N(CSC1)C(=O)OC(C)(C)C tert-butyl (4R)-4-(6-bromo-4-oxo-3,4-dihydrothieno[3,2-d]pyrimidin-2-yl)-1,3-thiazolidine-3-carboxylate